C(CCCCCCCC)C(OC(C(C1=CC=CC=C1)(CCCCCCCCC)O)(CCCCCCCCC)CCCCCCCCC)COCCOCCOCCOCCOCCO tetra-nonylphenyl-heptaethylene glycol